1,4,4-trimethyl-5H-[1,2,4]triazolo[4,3-a]quinoxaline CC1=NN=C2N1C1=CC=CC=C1NC2(C)C